COC=1C=C(\C=N\NC(C2=CN=CC(=C2)C2=CC=C(C=C2)OC(F)(F)F)=O)C=C(C1)OC (E)-N'-(3,5-dimethoxybenzylidene)-5-(4-(trifluoromethoxy)phenyl)nicotinohydrazide